2-{[2-(2-bromo-3-chloro-6-fluoro-phenyl)-acetyl]-methyl-hydrazono}-propionic acid ethyl ester C(C)OC(C(C)=NN(C)C(CC1=C(C(=CC=C1F)Cl)Br)=O)=O